N-(3-amino-6-(2-chloro-5-fluorophenyl)-2-methyl-8-oxo-2,6,7,8-tetrahydropyrrolo[3,4-g]indazol-5-yl)-3-fluoro-5-(trifluoromethyl)benzamide NC=1N(N=C2C3=C(C(=CC12)NC(C1=CC(=CC(=C1)C(F)(F)F)F)=O)C(NC3=O)C3=C(C=CC(=C3)F)Cl)C